tert-Butyl 6-(2,2-dimethyl-3-oxomorpholino)quinoline-4-carboxylate CC1(OCCN(C1=O)C=1C=C2C(=CC=NC2=CC1)C(=O)OC(C)(C)C)C